isopropyl-palmitamide C(C)(C)C(C(=O)N)CCCCCCCCCCCCCC